2,2,5-trimethyl-4-oxo-3,8,11,14,17-pentaoxa-5-azanonadecane CC(C)(OC(N(CCOCCOCCOCCOCC)C)=O)C